(R)-3-((1-(2-(2,4-difluorophenyl)-6-methyl-4-oxo-4H-chromen-8-yl)ethyl)amino)-N-(methyl-d3)picolinamide FC1=C(C=CC(=C1)F)C=1OC2=C(C=C(C=C2C(C1)=O)C)[C@@H](C)NC=1C(=NC=CC1)C(=O)NC([2H])([2H])[2H]